(Pentafluorophenyl)borane FC1=C(C(=C(C(=C1B)F)F)F)F